(4aR,7aS)-1,4-Dimethyloctahydro-1H-pyrrolo[3,4-b]pyrazine dihydrochloride Cl.Cl.CN1[C@@H]2[C@H](N(CC1)C)CNC2